COC(CN1N=C(N2C(=CC=3C=CC(=CC23)F)C1=O)C1=CC=CC=C1)=O.ON(C(C(CC)(C)C)=O)CC1=C(C(=C(C=C1)F)F)F N-hydroxy-2,2-dimethyl-N-(2,3,4-trifluorobenzyl)butanamide methyl-2-(7-fluoro-1-oxo-4-phenyl-[1,2,4]triazino[4,5-a]indol-2-yl)acetate